propane-1,3-diylbis(6-methoxy-1-benzothiophene-5,2-diyl)Bis(2-methyl-4-oxobutanoic acid) C(CCC=1C(=CC2=C(C=C(S2)C(C(=O)O)(CC=O)C)C1)OC)C=1C(=CC2=C(C=C(S2)C(C(=O)O)(CC=O)C)C1)OC